The molecule is the 2(1)-phospho derivative of D-hamamelose. It derives from a D-hamamelose. It is a conjugate acid of a D-hamamelose 2(1)-phosphate(2-). C([C@H]([C@H]([C@](COP(=O)(O)O)(C=O)O)O)O)O